NC1=C(C=C(C=C1C)C1=NC=2C=NC(=NC2N(C1=O)C(C)C)N[C@@H]1CN(C[C@H](C1)F)C(=O)OC(C)(C)C)F tert-butyl (3S,5S)-3-[[6-(4-amino-3-fluoro-5-methyl-phenyl)-8-isopropyl-7-oxo-pteridin-2-yl]amino]-5-fluoro-piperidine-1-carboxylate